OCC1(CC(NC1)=O)C 4-(Hydroxymethyl)-4-methylpyrrolidin-2-one